C(C)(=O)C=1C(OC2=C(C1N1CCOCC1)C=CC(=C2)NC2=NC=C(C(=N2)C2=CC1=C(N(N=C1C=C2)C)C(C)C)F)=O 3-acetyl-7-((5-fluoro-4-(3-isopropyl-2-methyl-2H-indazol-5-yl)pyrimidin-2-yl)amino)-4-morpholinyl-2H-benzopyran-2-one